2-(3-chloro-4-hydroxyphenyl)-4H-thieno[2,3-d][1,3]oxazin-4-one ClC=1C=C(C=CC1O)C=1OC(C2=C(N1)SC=C2)=O